Tert-butyl (3R,4R)-3-[(2-((1-ethyl-1H-pyrazol-4-yl)amino)-5-fluoro-7-tosyl-7H-pyrrolo[2,3-d]pyrimidin-4-yl)amino]-4-methylpiperidine-1-carboxylate C(C)N1N=CC(=C1)NC=1N=C(C2=C(N1)N(C=C2F)S(=O)(=O)C2=CC=C(C)C=C2)N[C@H]2CN(CC[C@H]2C)C(=O)OC(C)(C)C